COC1=NC(=C2NC=NC2=N1)N 2-Methoxy-adenine